NC(C(=O)O)C(CN)O.CC(C(C)C(C(C(C(=O)O)(C(C)C(C(CC)C)C)C(C)C(C(CC)C)C)(O)C(=O)O)C(=O)O)C(CC)C.BrC1=C(C=CC(=C1)C1=CC=CC=C1)N1C2=CC=C(C=C2C=2C=C(C=CC12)C1=CC=C(C=C1)C1=CC=CC=C1)C1=CC=C(C=C1)C1=CC=CC=C1 9-(2-bromo-4-phenylphenyl)-3,6-bis(4-phenylphenyl)carbazole tri(3,4-dimethyl-2-hexyl)citrate 2,4-diamino-3-hydroxy-butyrate